O[C@H]1CC[C@@]2([C@H]3CC[C@@]4([C@H](CC[C@H]4[C@@H]3CC=C2C1)[C@@H](CCC(=O)N1CCNCC1)C)C)C (R)-4-((3S,8S,9S,10R,13R,14S,17R)-3-hydroxy-10,13-dimethyl-2,3,4,7,8,9,10,11,12,13,14,15,16,17-tetradecahydro-1H-cyclopenta[a]phenanthren-17-yl)-1-(piperazin-1-yl)pentan-1-one